5-methyl-3,4-diphenylisoxazole CC1=C(C(=NO1)C1=CC=CC=C1)C1=CC=CC=C1